FC1=C(C(=O)O)C(=CC=C1)N1N=CC=N1 2-fluoro-6-(2H-1,2,3-triazol-2-yl)benzoic acid